ClC1=NC2=C3C(=C(C=C2C=N1)C=O)ON=C3C(C)C 2-Chloro-9-isopropylisoxazolo[5,4-h]quinazoline-6-carbaldehyde